NC1=NNC=2C1=NC(=CC2)C2=C(C=C(C=C2)S(=O)(=O)N2[C@@H](CCC2)CO)C (S)-(1-((4-(3-amino-1H-pyrazolo[4,3-b]pyridin-5-yl)-3-methylphenyl)sulfonyl)pyrrolidin-2-yl)methanol